N-((4-cyano-7-(4-(trifluoromethoxy)phenyl)-2,3-dihydrobenzofuran-5-yl)methyl)-N-methyl-acryl-amide C(#N)C1=C(C=C(C2=C1CCO2)C2=CC=C(C=C2)OC(F)(F)F)CN(C(C=C)=O)C